N-[2-Amino-5-({[(1R,2S)-2-hydroxycyclopentyl]amino}methyl)-3-(trifluoromethyl)phenyl]-4'-cyano-2'-(4-methyl-1,2,4-triazol-3-yl)-[1,1'-biphenyl]-3-carboxamide NC1=C(C=C(C=C1C(F)(F)F)CN[C@H]1[C@H](CCC1)O)NC(=O)C=1C=C(C=CC1)C1=C(C=C(C=C1)C#N)C1=NN=CN1C